2-amino-7-chloropyrido[4,3-d]pyrimidin-4(3H)-one NC=1NC(C2=C(N1)C=C(N=C2)Cl)=O